C(=O)C=C SYN-acrolein